NC=1C=2N(C=C(N1)C1=C(C(=CC=C1)C#N)F)N=C(N2)CC2=C(C=CC=C2F)C=2C=NN(C2)CC(=O)N 2-(4-(2-((8-amino-6-(3-cyano-2-fluorophenyl)-[1,2,4]triazolo[1,5-a]pyrazin-2-yl)methyl)-3-fluorophenyl)-1H-pyrazol-1-yl)acetamide